FC1(CCC2=C1N=C(N=C2C2=NOC(=N2)CC(=O)N2CCNCC2)N2[C@H](CC2)C)F (S)-2-(3-(7,7-difluoro-2-(2-methylazetidin-1-yl)-6,7-dihydro-5H-cyclopenta[d]pyrimidin-4-yl)-1,2,4-oxadiazol-5-yl)-1-(piperazin-1-yl)ethan-1-one